5-(((2-(tert-butylamino)quinolin-7-yl)oxy)methyl)tetrahydrofuran-3,4-diol C(C)(C)(C)NC1=NC2=CC(=CC=C2C=C1)OCC1C(C(CO1)O)O